6-(4-(4-fluorophenyl)-1-(3,3,3-trifluoro-2-hydroxypropyl)-1H-imidazol-5-yl)imidazo[1,2-a]pyridine-3-carbonitrile FC1=CC=C(C=C1)C=1N=CN(C1C=1C=CC=2N(C1)C(=CN2)C#N)CC(C(F)(F)F)O